2-((4-oxo-1-(tetrahydro-2H-pyran-4-yl)-4,5-dihydro-1H-pyrazolo[3,4-d]pyrimidin-6-yl)thio)acetic acid O=C1C2=C(N=C(N1)SCC(=O)O)N(N=C2)C2CCOCC2